ClC=1C=C2C(C(N(C2=CC1)CC1=CC=CC=C1)=C)(C)C 5-chloro-1-benzyl-3,3-dimethyl-2-methyleneindoline